3-(5-(1-((1-isopropyl-1H-pyrazol-4-yl)methyl)piperidin-4-yl)-1-oxoisoindolin-2-yl)piperidine-2,6-dione C(C)(C)N1N=CC(=C1)CN1CCC(CC1)C=1C=C2CN(C(C2=CC1)=O)C1C(NC(CC1)=O)=O